ClC=1C(=NC=CC1C1=C(C(=CC=C1)C1=NC(=C(C=C1)CNC[C@H]1NC(CC1)=O)OC)Cl)C=1C=C2CCN(CC2=C(C1)OC)CC(=O)O (S)-2-(6-(3-chloro-4-(2-chloro-3-(6-methoxy-5-((((5-oxopyrrolidin-2-yl)methyl)amino)methyl)pyridin-2-yl)phenyl)pyridin-2-yl)-8-methoxy-3,4-dihydroisoquinolin-2(1H)-yl)acetic acid